O1CCOC12CCOCC2 1,4,8-trioxaspiro[4.5]decane